C(C)(C)(C)OC(=O)N[C@@H](CCSCCC(C)(C)C)C(=O)OC methyl N-(tert-butoxycarbonyl)-S-(3,3-dimethylbutyl)-L-homocysteinate